potassium hydrogen carbonate C(O)([O-])=O.[K+]